C1=NC=CC2=CC=CC(=C12)CO Isoquinolin-8-ylcarbinol